BrCC(C(=O)NN([C@@H](C(C)C)C(=O)O)NC(CCCCC)=O)=C 2-(bromomethyl)-acrylamido-6-hexanamido-L-valine